1-(3-(6-(1-(difluoromethyl)-1H-pyrazol-3-yl)-4-(4-fluorophenyl)pyridin-2-yl)pyrrolidin-1-yl)prop-2-en-1-one FC(N1N=C(C=C1)C1=CC(=CC(=N1)C1CN(CC1)C(C=C)=O)C1=CC=C(C=C1)F)F